1-(3-(5-fluoropyridin-2-yl)-5-(hydroxymethyl)-1H-pyrazol-1-yl)-2-methylpropan-1,1-d2-2-ol FC=1C=CC(=NC1)C1=NN(C(=C1)CO)C(C(C)(O)C)([2H])[2H]